8'-Bromo-7'-fluoro-3-phenoxyspiro[cyclobutane-1,1'-pyrrolo[2,3-c]quinolin]-2'(3'H)-one BrC1=CC=2C3=C(C=NC2C=C1F)NC(C31CC(C1)OC1=CC=CC=C1)=O